ClC1=C(C=CC=C1NC=1C=NC(=CC1)C1CCC1)[C@@]1(CC(N(C(N1)=N)C1CCOCC1)=O)C (6S)-6-{2-Chloro-3-[(6-cyclobutylpyridin-3-yl)amino]-phenyl}-2-imino-6-methyl-3-(tetrahydropyran-4-yl)-hexahydropyrimidin-4-one